CN1CCN(CC1)C1=CC=C(NC=2NC(CN2)=O)C=C1 2-[4-(4-methylpiperazin-1-yl)anilino]-1,4-dihydroimidazol-5-one